FC1=C(C=C(C=C1)CC(=O)ON1C(CCC1=O)=O)C(F)(F)F 2,5-dioxopyrrolidin-1-yl 2-(4-fluoro-3-(trifluoromethyl)phenyl)acetate